(R)-2,6-dichloro-N-(5-((4-(chlorodifluoromethoxy)phenyl)carbamoyl)-2-(3-Hydroxypyrrolidin-1-yl)pyridin-3-yl)nicotinamide ClC1=C(C(=O)NC=2C(=NC=C(C2)C(NC2=CC=C(C=C2)OC(F)(F)Cl)=O)N2C[C@@H](CC2)O)C=CC(=N1)Cl